FC1(CCCCC1)C(=O)NC=1N=CC2=CC=C(C=C2C1)C=1C=NN(C1CN1CCCCC1)C 1-fluoro-N-(6-(1-methyl-5-(piperidin-1-ylmethyl)-1H-pyrazol-4-yl)isoquinolin-3-yl)cyclohexane-1-carboxamide